ClC=1C=C(C=NC1)NC(=O)[C@@H]1CC12CCN(CC2)C(=O)OC(C(F)(F)F)C(F)(F)F |o1:10| 1,1,1,3,3,3-hexafluoropropan-2-yl (R or S)-1-((5-chloropyridin-3-yl)carbamoyl)-6-azaspiro[2.5]octane-6-carboxylate